5-(3-benzyl-1-((1-propyl-1H-pyrazol-4-yl)sulfonyl)pyrrolidin-3-yl)-1-(4-fluorophenyl)-6-methyl-1H-indazole C(C1=CC=CC=C1)C1(CN(CC1)S(=O)(=O)C=1C=NN(C1)CCC)C=1C=C2C=NN(C2=CC1C)C1=CC=C(C=C1)F